COC(=O)C1C(N(N=C(C1)C1=CC=C(C=C1)C)C1=CC(=CC=C1)F)=O 2-(3-fluorophenyl)-6-(4-methylphenyl)-3-oxo-2,3,4,5-tetrahydropyridazine-4-carboxylic acid methyl ester